FC(C=1C=C2C=CC(=CC2=CC1)[SeH])(F)F 6-(trifluoromethyl)naphthalene-2-selenol